N-((S)-((S)-3,3-difluorocyclohexyl)(5-((S)-2-methoxy-1-((S)-2-oxo-4-(trifluoromethyl)imidazolidin-1-yl)ethyl)benzo[d]oxazol-2-yl)methyl)-3-ethylisoxazole-4-carboxamide FC1(C[C@H](CCC1)[C@H](NC(=O)C=1C(=NOC1)CC)C=1OC2=C(N1)C=C(C=C2)[C@@H](COC)N2C(N[C@@H](C2)C(F)(F)F)=O)F